(R)-tert-butyl (3-((tert-butyldimethylsilyl)oxy)-2-mercaptopropyl)carbamate [Si](C)(C)(C(C)(C)C)OC[C@@H](CNC(OC(C)(C)C)=O)S